3-bromo-5-(2,2-dichloro-cyclopropyl)benzoic acid BrC=1C=C(C(=O)O)C=C(C1)C1C(C1)(Cl)Cl